(S)-N-(1-(3,4-difluorophenyl)ethyl)-N-methylmorpholine-4-sulfonamide FC=1C=C(C=CC1F)[C@H](C)N(S(=O)(=O)N1CCOCC1)C